FC=1C=CC2=C(N=C(O2)NC=2OC3=C(N2)C=C(C=C3)NC(OC)=O)C1 methyl (2-((5-fluorobenzo[d]oxazol-2-yl)amino)benzo[d]oxazol-5-yl)carbamate